(3,5-bis-trifluoromethyl-phenyl)-N-[(3S,4R)-1-(4-methanesulfonyl-piperazine-1-carbonyl)-4-phenyl-pyrrolidin-3-yl]-N-methyl-isobutyramide FC(C=1C=C(C=C(C1)C(F)(F)F)C(C(=O)N(C)[C@@H]1CN(C[C@H]1C1=CC=CC=C1)C(=O)N1CCN(CC1)S(=O)(=O)C)(C)C)(F)F